N1[C@@H](CCC1)C(=O)[O-].C(CCC)[N+](CCCC)(CCCC)CCCC tetrabutylammonium L-prolinate